C1(CCCC1)N1CCC(CC1)N1N=C(C(=C1)NC1=NC=C(C(=N1)NCCCN1C(CCCCC1)=O)C(F)(F)F)C 1-(3-((2-((1-(1-cyclopentylpiperidin-4-yl)-3-methyl-1H-pyrazol-4-yl)amino)-5-(trifluoromethyl)pyrimidin-4-yl)amino)propyl)azepan-2-one